8-(2,6-Difluorobenzyl)-2-((5-ethylfuran-2-yl)methyl)-6-phenylimidazo[1,2-a]pyrazin-3-yl-acetat FC1=C(CC=2C=3N(C=C(N2)C2=CC=CC=C2)C(=C(N3)CC=3OC(=CC3)CC)CC(=O)[O-])C(=CC=C1)F